3-(8-Cyanoquinolin-5-yl)-N-[(1-methylpyrrolidin-2-yl)methyl]-5-(trifluoromethyl)-3-azabicyclo[3.1.0]hexane-1-carboxamide C(#N)C=1C=CC(=C2C=CC=NC12)N1CC2(CC2(C1)C(F)(F)F)C(=O)NCC1N(CCC1)C